[Rh](Cl)(Cl)Cl.C1(=CC=CC=C1)P phenylphosphine rhodium chloride